[Si](C1=CC=CC=C1)(C1=CC=CC=C1)(C(C)(C)C)OCC(CN1[C@@H](C=2NC3=CC=CC=C3C2C[C@H]1C)C=1SC(=CC1F)O[C@H]1CNCC1)(F)F (1S,3R)-2-(3-((tert-Butyldiphenylsilyl)oxy)-2,2-difluoropropyl)-1-(3-fluoro-5-(((R)-pyrrolidin-3-yl)oxy)thiophen-2-yl)-3-methyl-2,3,4,9-tetrahydro-1H-pyrido[3,4-b]indole